BrC1=CC=CC=2C(COC21)=O 7-bromobenzofuran-3(2H)-one